CC=1C(=NC(=C(C(=O)OCCOC(C=C(CCO)CCO)=O)C1)CBr)Br ethylene glycol di(2-hydroxyethyl)acrylate methyl-6-bromo-2-(bromomethyl)nicotinate